ClC=1C(=CC2=C(OCO2)C1)NC1=NC=C(C(=N1)N1C=C(C=C1)C(=O)NC(CO)C1=CC(=CC=C1)Cl)C 1-(2-((6-chloro-benzo[d][1,3]dioxol-5-yl)amino)-5-methyl-pyrimidin-4-yl)-N-(1-(3-chlorophenyl)-2-hydroxy-ethyl)-1H-pyrrole-3-carboxamide